methyl 2-((3-(6-hydroxypyridin-2-yl)-3-methylpyrrolidin-1-yl) methyl)-1-((S)-oxetan-2-ylmethyl)-1H-benzo[d]imidazole-6-carboxylate OC1=CC=CC(=N1)C1(CN(CC1)CC1=NC2=C(N1C[C@H]1OCC1)C=C(C=C2)C(=O)OC)C